benzylcysteine C(C1=CC=CC=C1)N[C@@H](CS)C(=O)O